tert-butyl 4-fluoro-4-((2-nitro-4-sulfamoylphenoxy)methyl)piperidine-1-carboxylate FC1(CCN(CC1)C(=O)OC(C)(C)C)COC1=C(C=C(C=C1)S(N)(=O)=O)[N+](=O)[O-]